C(C=C)N1N(C2=NC(=NC=C2C1=O)S(=O)(=O)C)C1=NC(=CC=C1)F 2-allyl-1-(6-fluoropyridin-2-yl)-6-(methylsulfonyl)-1,2-dihydro-3H-pyrazolo[3,4-d]pyrimidin-3-one